C(C)(C)OC1=C(C=NC=C1)NC(C1=CC=CC=C1)=O N-(4-isopropoxypyridin-3-yl)-benzamide